C1CCCCC1 (1r,4r)-cyclohexane